(dl)-p-nitrophenol [N+](=O)([O-])C1=CC=C(C=C1)O